C(C1=CC=CC=C1)OC(=O)N[C@H](C(=O)N[C@H](C(=O)N[C@H](C(=O)OC)C[C@H]1C(NC2(CC2)C1)=O)CC1CC1)CC1=CC=CC2=CC=CC=C12 methyl (2S)-2-[[(2S)-2-[[(2S)-2-(benzyloxycarbonylamino)-3-(1-naphthyl)propanoyl]amino]-3-cyclopropyl-propanoyl]amino]-3-[(6R)-5-oxo-4-azaspiro[2.4]heptan-6-yl]propanoate